1-[2-(1,1-dioxo-1,2-thiazolidin-2-yl)-6-[5-[(6-methylpyridazin-3-yl)amino]benzimidazol-1-yl]-3-pyridyl]ethanol O=S1(N(CCC1)C1=NC(=CC=C1C(C)O)N1C=NC2=C1C=CC(=C2)NC=2N=NC(=CC2)C)=O